ClC1=C(C=C(C=C1Cl)S(=O)(=O)N)S(=O)(=O)N 4,5-dichloro-1,3-benzenedisulfonamide